C(C1=CC=CC=C1)OC1=C2C(=NC(=N1)C[C@@H]1CN(CC1)C(=O)OC(C)(C)C)N(N=C2)C2=C(C=C(C=C2)F)OCCCO[Si](C)(C)C(C)(C)C tert-butyl (3R)-3-[[4-benzyloxy-1-[2-[3-[tert-butyl(dimethyl)silyl]oxypropoxy]-4-fluoro-phenyl]pyrazolo[3,4-d]pyrimidin-6-yl]methyl]pyrrolidine-1-carboxylate